3,4-difluoro-2-(1-(2-fluorophenyl)vinyl)aniline FC=1C(=C(N)C=CC1F)C(=C)C1=C(C=CC=C1)F